trimethyl-2-oxoethane CC(C=O)(C)C